CN(CC(=O)O)C1=NC2=CC=C(C=C2C(=C1)C1=CC=CC=C1)CCC1=CC=CC=C1 2-{methyl-[4-phenyl-6-(2-phenylethyl)quinolin-2-yl]amino}acetic acid